Cl.O1N=C(N=C1)C=1C=C(C=NC1)C=O 5-(1,2,4-oxadiazolyl)(3-pyridinyl)methanone hydrochloride